2-chloro-4-[[4-[[(1S)-2-hydroxy-1-phenyl-ethyl]amino]-5-[5-(trifluoromethyl)-1,3,4-oxadiazol-2-yl]pyrimidin-2-yl]amino]benzamide ClC1=C(C(=O)N)C=CC(=C1)NC1=NC=C(C(=N1)N[C@H](CO)C1=CC=CC=C1)C=1OC(=NN1)C(F)(F)F